methyl 2-[tert-butoxycarbonyl-[3-(3,6-dichloro-5-methyl-pyridazin-4-yl)propyl]amino]-5-[3-[tert-butyl(dimethyl)silyl]oxypropyl]thiazole-4-carboxylate C(C)(C)(C)OC(=O)N(C=1SC(=C(N1)C(=O)OC)CCCO[Si](C)(C)C(C)(C)C)CCCC1=C(N=NC(=C1C)Cl)Cl